OC(CN1N=CC(=C1)C1=NC(=NC=C1C(F)(F)F)NC=1C(=C(C(=CC1)C)S(=O)(=O)N)C)(C)C ((4-(1-(2-hydroxy-2-methylpropyl)-1H-pyrazol-4-yl)-5-(trifluoromethyl)pyrimidin-2-yl)amino)-2,6-dimethylbenzenesulfonamide